(S)-2-(2-(3-(2-ethoxypropan-2-yl)-1-(2-(6-methylpyridin-3-yl)propan-2-yl)pyrrolidin-3-yl)ethyl)-1H-benzo[d]imidazole C(C)OC(C)(C)[C@@]1(CN(CC1)C(C)(C)C=1C=NC(=CC1)C)CCC1=NC2=C(N1)C=CC=C2